N1=C(C=CC=C1)C1=NC(=CC=C1)C1=NC=CC=C1 2,2':6',2''-terpyridinyl